C(=O)=C/C=C/C=1C=CC2=C(OC(O2)C2=CC=CC=C2C=O)C1 (E)-6-(3-carbonyl-propenyl)benzodioxole-benzaldehyde